N1CCC(CC1)N1CC=NC=C1 N-(piperidin-4-yl)pyrazine